C(C)N1C[C@H](CC1)OC=1C=C2CN(C(C2=CC1)=O)C1C(NC(CC1)=O)=O 3-(5-(((S)-1-ethylpyrrolidin-3-yl)oxy)-1-oxoisoindolin-2-yl)piperidine-2,6-dione